(S)-7-(2,2'-dichloro-3'-(3-oxo-3,4-dihydro-2H-benzo[b][1,4]oxazin-7-yl)-[1,1'-biphenyl]-3-yl)-4-((5-oxopyrrolidin-2-yl)methyl)-2H-benzo[b][1,4]oxazin-3(4H)-one ClC1=C(C=CC=C1C=1C=CC2=C(OCC(N2C[C@H]2NC(CC2)=O)=O)C1)C1=C(C(=CC=C1)C=1C=CC2=C(OCC(N2)=O)C1)Cl